3-((1-(2-((3-(2-((1,5-dimethyl-1H-pyrazol-3-yl)amino)-5-methylpyrimidin-4-yl)-1H-indol-7-yl)amino)-2-oxoethyl)azetidin-3-yl)oxy)isoxazole-5-carboxylic acid CN1N=C(C=C1C)NC1=NC=C(C(=N1)C1=CNC2=C(C=CC=C12)NC(CN1CC(C1)OC1=NOC(=C1)C(=O)O)=O)C